N-{2-benzyl-2-azaspiro[3.3]heptan-6-yl}-9-[5-(trifluoromethyl)pyrimidin-2-yl]-3-oxa-7,9-diazabicyclo[3.3.1]nonane-7-carboxamide C(C1=CC=CC=C1)N1CC2(C1)CC(C2)NC(=O)N2CC1COCC(C2)N1C1=NC=C(C=N1)C(F)(F)F